methyl {5-[(5-{[(1S,2S)-2-hydroxycyclohexyl]carbamoyl}-2-methylanilino)methyl]pyridin-2-yl}carbamate O[C@@H]1[C@H](CCCC1)NC(=O)C=1C=CC(=C(NCC=2C=CC(=NC2)NC(OC)=O)C1)C